C(=O)(O)COC1=C(N(CC(=O)O)CC(=O)O)C=CC=C1 2-carboxymethoxyaniline-N,N-diacetic acid